C(CC)OC1=CC=CC(=N1)C=1C=C2CCC(OC2=CC1)CCC(=O)O 3-[6-(6-propoxy-pyridin-2-yl)-chroman-2-yl]Propionic acid